BrC1=CC(=C(C(=C1)F)CN)F (4-bromo-2,6-difluorophenyl)methylamine